C(#N)C=1C(=C2C3=CC=CC4=C(C=CC(C2=C(C1)C1=CC=CC=C1)=C43)B(O)O)C4=CC=CC=C4 (8-cyano-7,10-diphenylfluoranthen-3-yl)boronic acid